OC=1C(C(C(C1C)C)C)=O 2-hydroxy-3,4,5-trimethyl-2-cyclopenten-1-one